COC1(CNCCC1C1=C(C=CC=C1)C(NC=1OC(=NN1)C=1SC=CC1)=O)C(=O)O 3-methoxy-4-(((5-(thiophen-2-yl)-1,3,4-oxadiazol-2-yl)carbamoyl)phenyl)piperidine-3-carboxylic acid